COC.[Fe] iron (methyl) oxide